C(CC)[Bi]=O propylbismuthanone